COC1=CC=C(C=C1)CN1CCC(CC1)NC(CCC1=NN=C2N1N=C(C=C2)N2CCN(CC2)C)=O N-{1-[(4-methoxyphenyl)methyl]piperidin-4-yl}-3-[6-(4-methylpiperazin-1-yl)-[1,2,4]triazolo[4,3-b]pyridazin-3-yl]propanamide